CC1=CC=C(C=C1)C1=CC(=CC(=C1)S(=O)(=O)C)S(=O)(=O)C1=CN=C(S1)CNC(OC(C)(C)C)=O tert-butyl ((5-((4'-methyl-5-(methylsulfonyl)-[1,1'-biphenyl]-3-yl)sulfonyl)thiazol-2-yl)methyl)carbamate